NC=1C=CC=2N(C1C1=CC=C(C#N)C=C1)N=CN2 4-{6-amino-[1,2,4]triazolo[1,5-a]pyridin-5-yl}benzonitrile